4-((4-(1-ethyl-1H-pyrazol-4-yl)-2-(2-fluoroethoxy)phenyl)amino)-N-(methyl-d3)pyridazine-3-carboxamide potassium phosphate P(=O)([O-])([O-])[O-].[K+].C(C)N1N=CC(=C1)C1=CC(=C(C=C1)NC1=C(N=NC=C1)C(=O)NC([2H])([2H])[2H])OCCF.[K+].[K+]